FC1=C(C=CC=C1)NS(=O)(=O)C=1C=C(C(=O)NC2=CC(=C(S2)C(=O)OCC)C)C=CC1 ethyl 5-(3-(N-(2-fluorophenyl)sulfamoyl)benzamido)-3-methylthiophene-2-carboxylate